((2-Chloro-4-(cyclopentyloxy)phenyl)(hydroxy)methyl)-2-(methoxymethyl)-2-methyl-1,2,4,7-tetrahydro-3H-pyrrolo[3',2':5,6]pyrido[3,4-b]pyrazin-3-one ClC1=C(C=CC(=C1)OC1CCCC1)C(O)N1C2=C(NC(C1(C)COC)=O)C=NC1=C2C=CN1